OC1(CNC1)C1=CC=C(C=C1)NC(=O)[C@@H]1N(CCCC1)CC1=NC=CC=C1C (2R)-N-[4-(3-hydroxyazetidin-3-yl)phenyl]-1-[(3-methyl-2-pyridyl)methyl]piperidine-2-carboxamide